OC(=O)C(F)(F)F.NCCNS(N)(=O)=O 1-amino-2-(sulfamoylamino)ethane TFA salt